7-(2-(1-(pyrrolidin-3-yl)-1H-pyrazol-4-yl)ethyl)-1,2,3,4-tetrahydro-1,8-naphthyridine N1CC(CC1)N1N=CC(=C1)CCC1=CC=C2CCCNC2=N1